6'-((1S,3S)-3-((5-(difluoromethoxy)-4-methylpyridin-2-yl)amino)cyclopentyl)-2H-[1,3'-bipyridin]-2-one FC(OC=1C(=CC(=NC1)N[C@@H]1C[C@H](CC1)C1=CC=C(C=N1)N1C(C=CC=C1)=O)C)F